1-[5-(5-chloro-2-methoxypyridin-4-yl)-1H-pyrazole-3-carbonyl]-N-[4-(trifluoromethyl)pyridin-2-yl]piperidine-4-carboxamide ClC=1C(=CC(=NC1)OC)C1=CC(=NN1)C(=O)N1CCC(CC1)C(=O)NC1=NC=CC(=C1)C(F)(F)F